C(/C1=CC=CC=C1)=C\1/N(C(/C(/NC1=O)=C/C=1N=CNC1C(C)(C)C)=O)CC(C(=O)OC(C)(C)C)C tert-butyl 3-((Z)-2-((Z)-benzylidene)-5-((5-(tert-butyl)-1H-imidazol-4-yl)methylene)-3,6-dioxopiperazin-1-yl)-2-methylpropanoate